NCCOCCN 2-(2-aminoethoxy)ethanamine